NC1=NC=CC2=CC(=CC=C12)CNC(=O)C=1C(=NC=C(C1)Cl)Cl N-[(1-amino-6-isoquinolyl)methyl]-2,5-dichloro-pyridine-3-carboxamide